N-((6S,7S)-5-(cyclobutanecarbonyl)-6-((2,3',5'-trifluoro-[1,1'-biphenyl]-3-yl)methyl)-5-azaspiro[2.4]heptan-7-yl)methanesulfonamide C1(CCC1)C(=O)N1CC2(CC2)[C@@H]([C@@H]1CC=1C(=C(C=CC1)C1=CC(=CC(=C1)F)F)F)NS(=O)(=O)C